(2s,4s)-2-(4-(2-chloro-3-(trifluoromethoxy)phenyl)piperidine-1-carbonyl)-7-oxa-5-azaspiro[3.4]octan-6-one ClC1=C(C=CC=C1OC(F)(F)F)C1CCN(CC1)C(=O)C1CC2(C1)NC(OC2)=O